8-(1,3-dimethyl-1H-pyrazol-5-yl)-5-(((5-fluoro-2,3-dihydrobenzofuran-4-yl)methyl)amino)imidazo[1,2-c]pyrimidine-2-carbohydrazide CN1N=C(C=C1C=1C=2N(C(=NC1)NCC1=C(C=CC3=C1CCO3)F)C=C(N2)C(=O)NN)C